5-((2-(1-(2-((tertbutyldimethylsilyl)oxy)ethyl)-1H-pyrazol-4-yl)pyridin-4-yl)oxy)-6-methylpyridin-2-amine C(C)(C)(C)[Si](OCCN1N=CC(=C1)C1=NC=CC(=C1)OC=1C=CC(=NC1C)N)(C)C